(2R)-2-(4-chlorophenoxy)-N-[(3S,6R)-6-{5-[4-(trifluoromethyl)phenyl]-1,3,4-oxadiazol-2-yl}piperidin-3-yl]propenamide ClC1=CC=C(OC(C(=O)N[C@@H]2CN[C@H](CC2)C=2OC(=NN2)C2=CC=C(C=C2)C(F)(F)F)=C)C=C1